2-(4-Fluorophenyl)-6-(trifluoromethyl)pyrrolo[2,3-b]pyridin FC1=CC=C(C=C1)C1=CC=2C(=NC(=CC2)C(F)(F)F)N1